C(C)(C)(CC)OOC1(CCCCC1)OOC(C)(C)CC 1,1-bis(t-amyl-peroxy)-cyclohexane